FC(OC=1C=C2C=C(N(C2=CC1OCC=1N=CSC1)S(=O)(=O)C1=CC=CC=C1)CNC(=O)C1(CC1)C)F N-((5-(difluoromethoxy)-1-(phenylsulfonyl)-6-(thiazol-4-ylmethoxy)-1H-indol-2-yl)methyl)-1-methylcyclopropane-1-carboxamide